6,6-difluorohept-3-yl carbamate C(N)(OC(CC)CCC(C)(F)F)=O